N-[4-(1-carbamimidoyl-1,2,3,6-tetrahydro-pyridin-4-yl)-3-methyl-phenyl]-N'-(4-guanidinomethyl-phenyl)-terephthalamide C(N)(=N)N1CCC(=CC1)C1=C(C=C(C=C1)NC(C1=CC=C(C(=O)NC2=CC=C(C=C2)CNC(=N)N)C=C1)=O)C